C1(=CCCCC1)CCCO 3-(cyclohex-1-en-1-yl)propan-1-ol